N-(5-(4-(4-acryloylpiperazin-1-yl)quinazolin-7-yl)-2-methoxypyridin-3-yl)-2,4-difluorobenzenesulfonamide C(C=C)(=O)N1CCN(CC1)C1=NC=NC2=CC(=CC=C12)C=1C=C(C(=NC1)OC)NS(=O)(=O)C1=C(C=C(C=C1)F)F